C(C=C)(=O)OCCOC1=CC=C(C(=O)C2=CC=C(C=C2)OC)C=C1 4-acryloxyethoxy-4'-methoxybenzophenone